C(C)(C)(C)[Si](C1=CC=CC=C1)(C1=CC=CC=C1)Cl tertiary butyl-(chloro)diphenyl-silane